5-bromo-2-(1-(fluoromethyl)-2-oxabicyclo[2.1.1]hexan-4-yl)-6-isopropoxy-2H-indazole BrC1=CC2=CN(N=C2C=C1OC(C)C)C12COC(C1)(C2)CF